C(CCC\C=C/C\C=C/CCCCCCCCCCC)(=O)O eicosa-5z,8z-dienoic acid